OC1=C(C=C(C=N1)C=CC(=O)N1CCN(CC1)C1=NC=C(C=N1)C(F)(F)F)C(F)(F)F 3-(6-hydroxy-5-(trifluoromethyl)pyridin-3-yl)-1-(4-(5-(trifluoromethyl)pyrimidin-2-yl)piperazin-1-yl)prop-2-en-1-one